C=CCC(CO)O 1-penten-4,5-diol